C1(=CC=CC=C1)C1=NC(=NC(=N1)NC1=CC=NC=C1)NCC1OCCC1 phenyl-N2-(pyridin-4-yl)-N4-((tetrahydrofuran-2-yl)methyl)-1,3,5-triazine-2,4-diamine